COC=1C=C2C(=NC=NC2=CC1OC)OC1=CC(=C(C(=C1)F)C(C(=O)NC1=CC(=CC(=C1)C(F)(F)F)OC)=O)F (4-((6,7-dimethoxyquinazolin-4-yl)oxy)-2,6-difluorophenyl)-N-(3-methoxy-5-(trifluoromethyl)phenyl)-2-oxoacetamide